N-(2-Amino-4-bromophenyl)-2-oxopyrrolidine-3-carboxamide NC1=C(C=CC(=C1)Br)NC(=O)C1C(NCC1)=O